N-(((3S,3aS)-7-(6-cyanopyridin-3-yl)-6,8-difluoro-1-oxo-3,3a-dihydro-1H,9H-benzo[e]oxazolo[4,3-b][1,3]oxazin-3-yl)methyl)acetamide C(#N)C1=CC=C(C=N1)C=1C(=CC2=C(CN3[C@@H](O2)[C@@H](OC3=O)CNC(C)=O)C1F)F